S=C1N(CC2N1CCNC2)CC2(CCC2)C(=O)O 1-((3-thioxohexahydroimidazo[1,5-a]pyrazin-2(3H)-yl)methyl)cyclobutane-1-carboxylic acid